1,4-dioctyloxy-1,4-dioxo-butane-2-sulfonic acid C(CCCCCCC)OC(C(CC(=O)OCCCCCCCC)S(=O)(=O)O)=O